3-[2-fluoro-3-(4-piperidinyl)anilino]piperidine-2,6-dione HCl salt Cl.FC1=C(NC2C(NC(CC2)=O)=O)C=CC=C1C1CCNCC1